CNC=1C=C(C=NC1)C1=CC2=C(NC(O2)=O)C=C1 6-(5-(Methylamino)pyridin-3-yl)benzo[d]oxazol-2(3H)-one